FC1(CC1)C1=C(C(=C2C(=N1)CCC2)NC(=O)N=[S@](=O)(N)C=2SC=C(C2)C(C)(C)O)C (R)-N'-((2-(1-fluorocyclopropyl)-3-methyl-6,7-dihydro-5H-cyclopenta[b]pyridin-4-yl)carbamoyl)-4-(2-hydroxypropan-2-yl)thiophene-2-sulfonimidamide